1-(4-chlorophenyl)-N-[1-(4-methoxyphenyl)ethyl]-1-oxo-1-phenyl-λ6-sulfanimine ClC1=CC=C(C=C1)S(=NC(C)C1=CC=C(C=C1)OC)(C1=CC=CC=C1)=O